COC(=O)C=1C=CC2=C(N(C(=N2)CC2CCN(C3CC23)C2=NC(=CC=C2)F)CC2=CN=CS2)C1 2-((2-(6-fluoropyridin-2-yl)-2-azabicyclo[4.1.0]hept-5-yl)methyl)-1-(thiazol-5-ylmethyl)-1H-benzo[d]imidazole-6-carboxylic acid methyl ester